COC1NC(C2(C1C1=C(C=CC=C1)C=1C=NNC1)CCN(CC2)C(=O)C2=C(C(=O)N)C=CC=C2)=O 2-[3-methoxy-4-(1H-pyrazol-4-ylphenyl)-1-oxo-2,8-diazaspiro[4.5]decane-8-carbonyl]benzamide